Trans-N-(3-aminopropyl)-4-[[2-chloro-6-[4-[4-[(4R)-4-(methylamino)-2-oxo-pyrrolidin-1-yl]phenyl]sulfonylpiperazin-1-yl]-4-pyridyl]-difluoro-methyl]cyclohexanecarboxamide NCCCNC(=O)[C@@H]1CC[C@H](CC1)C(F)(F)C1=CC(=NC(=C1)N1CCN(CC1)S(=O)(=O)C1=CC=C(C=C1)N1C(C[C@H](C1)NC)=O)Cl